tert-butyl 2-((2-(2-methoxyethoxy)ethyl)carbamoyl)-7,8-dihydro-4H-pyrazolo[1,5-a][1,4]diazepine-5(6H)-carboxylate COCCOCCNC(=O)C1=NN2C(CN(CCC2)C(=O)OC(C)(C)C)=C1